2-chloro-4-phenyl-6-(3-(spiro[cyclohexane-1,9'-fluoren]-4'-yl)phenyl)-1,3,5-triazine ClC1=NC(=NC(=N1)C1=CC=CC=C1)C1=CC(=CC=C1)C1=CC=CC=2C3(C4=CC=CC=C4C12)CCCCC3